CN(C(NC=1C=C2C(=NNC2=CC1)C(=O)N)=O)C1CN(CC1)C 5-(3-methyl-3-(1-methylpyrrolidin-3-yl)ureido)-1H-indazole-3-carboxamide